C1(=CC(=CC=C1)C=1N=C(C=2N(C1)C=CN2)NC2=CC=C(C=C2)N2CCN(CC2)C(=O)OC(C)(C)C)C tert-butyl 4-[4-[[6-(m-tolyl)imidazo[1,2-a]pyrazin-8-yl]amino]phenyl]piperazine-1-carboxylate